(R)-2-(2,6-difluorophenyl)-5-(4-(4-(trifluoromethyl)pyrazolo[1,5-a]pyridin-2-yl)-6,7-dihydro-1H-imidazo[4,5-c]pyridin-5(4H)-yl)-1,3,4-oxadiazole FC1=C(C(=CC=C1)F)C=1OC(=NN1)N1[C@H](C2=C(CC1)NC=N2)C2=NN1C(C(=CC=C1)C(F)(F)F)=C2